N-(2-(2-acetyl-5-methoxyphenoxy)ethyl)cyclopropanecarboxamide C(C)(=O)C1=C(OCCNC(=O)C2CC2)C=C(C=C1)OC